5-(bromomethyl)-2-chloro-[1,2,4]triazolo[1,5-a]pyridine BrCC1=CC=CC=2N1N=C(N2)Cl